tert-Butyl (2-(6-methoxy-3-nitropyridin-2-yl)ethyl)carbamate COC1=CC=C(C(=N1)CCNC(OC(C)(C)C)=O)[N+](=O)[O-]